N-(amino(6-((dimethylamino)methyl)pyridin-3-yl)(oxo)-λ6-sulfaneylidene)-2-(4-(difluoromethyl)-2,6-diisopropylphenyl)acetamide NS(=NC(CC1=C(C=C(C=C1C(C)C)C(F)F)C(C)C)=O)(=O)C=1C=NC(=CC1)CN(C)C